BrC1=CC=CC(=N1)NC(=O)NC1=C(C=CC(=C1)C)C 1-(6-bromopyridin-2-yl)-3-(2,5-dimethylphenyl)urea